4-(1-(cyclopropylmethyl)-5-(3,5-dimethylisoxazol-4-yl)-1H-pyrrolo[2,3-b]pyridin-3-yl)picolinic acid C1(CC1)CN1C=C(C=2C1=NC=C(C2)C=2C(=NOC2C)C)C2=CC(=NC=C2)C(=O)O